silyl-diethyl-amine [SiH3]N(CC)CC